methyl (cis)-1-(3-bromo-4-methoxyphenyl)-3-methoxycyclobutane-1-carboxylate BrC=1C=C(C=CC1OC)C1(CC(C1)OC)C(=O)OC